ClC=1C(=CC(=C(C1)S(=O)(=O)NC=1SC=CN1)F)N[C@@H](CN1CCCC1)C1=CC=CC=C1 (R)-5-chloro-2-fluoro-4-((1-phenyl-2-(pyrrolidin-1-yl)ethyl)amino)-N-(thiazol-2-yl)benzenesulfonamide